BrCCCCCC\C=C/CCCC (5Z)-12-bromo-5-dodecene